11-(3-fluoro-bicyclo[1.1.1]pent-1-yl)undec-10-enoic acid FC12CC(C1)(C2)C=CCCCCCCCCC(=O)O